N-(4-chloro-3-(pyridin-2-yl)phenyl)-6-azabicyclo[3.1.1]heptane-6-carboxamide ClC1=C(C=C(C=C1)NC(=O)N1C2CCCC1C2)C2=NC=CC=C2